1-oxa-4,9-diazaspiro[5.5]undecane-9-carboxylic acid O1CCNCC12CCN(CC2)C(=O)O